CN1CCC(CC1)NC=1N=CC2=C(N1)NC=C2C2=CC=1N(C=C2)N=CC1C(=O)N 5-(2-((1-methylpiperidin-4-yl)amino)-7H-pyrrolo[2,3-d]pyrimidin-5-yl)pyrazolo[1,5-a]pyridine-3-carboxamide